triazolo[1,5-c]pYrimidin-5(6H)-one N1N=CC=2N1CNC(C2)=O